rac-(1S*,2S*)-2-(3-chloro-4-fluorophenyl)cyclopropane-1-carboxylic acid ClC=1C=C(C=CC1F)[C@@H]1[C@H](C1)C(=O)O |r|